C(C1=CC=CC=C1)(=O)C=1C=C(C=CC1)C(C(=O)N1C=CC2=C1N=CN=C2C=2C=NN(C2)[C@H](CC#N)C2CCCC2)C (3R)-3-(4-(7-(2-(3-benzoylphenyl)propanoyl)-7H-pyrrolo[2,3-d]pyrimidin-4-yl)-1H-pyrazol-1-yl)-3-cyclopentylpropanenitrile